ClC1=C(C=CC=C1)C=1C(=C(C=CC1)C1=CC=CC=C1)C1=CC=CC=C1 chloro-3'-phenyl-1,1':2',1''-terphenyl